pyridine compound with triformylbenzene C(=O)C=1C(=C(C=CC1)C=O)C=O.N1=CC=CC=C1